6-hydroxy-1-oxo-2,3-dihydro-1H-isoindole-2-carboxylic acid tert-butyl ester C(C)(C)(C)OC(=O)N1C(C2=CC(=CC=C2C1)O)=O